(±)-8-(2-hydroxy-2-methylcyclopentyl)-6-(methyl-d3)-2-((1-(methylsulfonyl)piperidin-4-yl-3,3,5,5-d4)-amino)pyrido[2,3-d]pyrimidin-7(8H)-one OC1(C(CCC1)N1C(C(=CC2=C1N=C(N=C2)NC2C(CN(CC2([2H])[2H])S(=O)(=O)C)([2H])[2H])C([2H])([2H])[2H])=O)C